tert-butyl(1-fluoro-4-(4,4,5,5-tetramethyl-1,3,2-dioxaborolane-2-yl)-5-((triisopropylsilyl) ethynyl) naphthalen-2-yl) carbamate C(N)(OC1=C(C2=CC=CC(=C2C(=C1C(C)(C)C)B1OC(C(O1)(C)C)(C)C)C#C[Si](C(C)C)(C(C)C)C(C)C)F)=O